2''-oxo-1'',2''-dihydrodispiro[cyclohexane-1,2'-pyrrolidin-3',3''-indole]-5'-carboxamide O=C1NC2=CC=CC=C2C12C1(NC(C2)C(=O)N)CCCCC1